ClC=1CC(N=CN1)=O 6-chloropyrimidin-4(5H)-one